4-(5-chloro-2-(trifluoromethoxy)phenyl)-6-methylpyridine-3-carboxylic acid ClC=1C=CC(=C(C1)C1=C(C=NC(=C1)C)C(=O)O)OC(F)(F)F